ClC=1C=CC=2N(C1)C=C(N2)C(=O)N(CC)[C@H]2COCC=1NC(C=3C=C(C=CC3C12)F)=O (R)-6-chloro-N-(8-fluoro-6-oxo-1,4,5,6-tetrahydro-2H-pyrano[3,4-c]isoquinolin-1-yl)-N-ethylimidazo[1,2-a]pyridine-2-carboxamide